3-((5-(1-((2S,6R)-2,6-dimethylmorpholinyl)-3-methylimidazo[1,5-a]quinoxalin-8-yl)pyridin-2-yl)oxy)-N,N-diethylpropan-1-amine C[C@H]1CN(C[C@H](O1)C)C1=NC(=C2N1C1=CC(=CC=C1N=C2)C=2C=CC(=NC2)OCCCN(CC)CC)C